(S)-2-amino-3-(2-(4-(benzyloxy)phenyl)acetamido)propionic acid, hydrochloride Cl.N[C@H](C(=O)O)CNC(CC1=CC=C(C=C1)OCC1=CC=CC=C1)=O